S(=O)([O-])S(=O)[O-].[Pb+2] lead hydrosulfite